5-chloro-N2-(4-((cis)-2,6-dicyclohexyl-1-methyl-1,2,3,6-tetrahydropyridin-4-yl)-2-isopropoxy-5-methylphenyl)-N4-(2-(isopropylsulfonyl)phenyl)pyrimidine-2,4-diamine ClC=1C(=NC(=NC1)NC1=C(C=C(C(=C1)C)C=1C[C@@H](N([C@@H](C1)C1CCCCC1)C)C1CCCCC1)OC(C)C)NC1=C(C=CC=C1)S(=O)(=O)C(C)C